4-{[(2S,6R)-6-(4-benzoylamino-2-oxopyrimidin-1-yl)-4-tritylmorpholin-2-yl]methoxy}-4-oxobutanoic acid C(C1=CC=CC=C1)(=O)NC1=NC(N(C=C1)[C@@H]1O[C@@H](CN(C1)C(C1=CC=CC=C1)(C1=CC=CC=C1)C1=CC=CC=C1)COC(CCC(=O)O)=O)=O